C1OCC2=C(C=CC=C12)C(C)OC1=C(NC(=C1)C(=O)NCC)C(=O)NC 3-(1-(1,3-dihydroisobenzofuran-4-yl)ethoxy)-N5-ethyl-N2-methyl-1H-pyrrole-2,5-dicarboxamide